3-Chloro-5-fluoro-benzaldehyde ClC=1C=C(C=O)C=C(C1)F